N1=NC(=CC2=C1C1=C(CCC2)C=CC=C1)N1N=C(N=C1N)NC=1C=CC2=C(CCC(CC2)=O)C1 1-(6,7-dihydro-5H-benzo[6,7]cyclohepta[1,2-c]pyridazin-3-yl)-N3-(7-oxo-6,7,8,9-tetrahydro-5H-benzo[7]annulene-2-yl)-1H-1,2,4-triazole-3,5-diamine